BrC=1C=CC2=C(N(C(=N2)C2=CC(=CN2COCC[Si](C)(C)C)C(=O)C2=C(C=CC=C2)C(F)(F)F)COCC[Si](C)(C)C)C1F (5-(6-bromo-7-fluoro-1-((2-(trimethylsilyl)ethoxy)methyl)-1H-benzo[d]imidazol-2-yl)-1-((2-(trimethylsilyl)ethoxy)methyl)-1H-pyrrol-3-yl)(2-(trifluoromethyl)phenyl)methanone